OC[C@@H]1N(C[C@@H]([C@H]([C@@H]1O)O)O)CC1CCC(CC1)OC (2S,3R,4R,5S)-2-(hydroxymethyl)-1-(((1s,4S)-4-methoxycyclohexyl)methyl)piperidine-3,4,5-triol